N,N'-bis-[2-(1H-imidazol-4-yl)ethyl]propanediamide succinate C(CCC(=O)O)(=O)O.N1C=NC(=C1)CCNC(CC(=O)NCCC=1N=CNC1)=O